2-[(1-ethylundecyl)oxy]ethanol C(C)C(CCCCCCCCCC)OCCO